C(C)(C)(C)OC(C(C(C)C)NC(CCCCCCCS)=O)=O.C1(CC1)C1=CC=C(C=C1)CC(=O)N[C@H](C)C=1C=C2C(=CN1)N(N=C2)C2=CC=C(C=C2)F (R)-2-(4-cyclopropylphenyl)-N-(1-(1-(4-fluorophenyl)-1H-pyrazolo[3,4-c]pyridin-5-yl)ethyl)acetamide tert-butyl-2-(8-mercaptooctanoylamino)-3-methylbutyrate